(1r,4r)-N1-((1H-pyrazol-4-yl)methyl)-N4-(4-(5-(cyclopropylmethyl)-1-methyl-1H-pyrazol-4-yl)-5-fluoropyrimidin-2-yl)cyclohexane-1,4-diamine N1N=CC(=C1)CNC1CCC(CC1)NC1=NC=C(C(=N1)C=1C=NN(C1CC1CC1)C)F